aluminium indium [In].[Al]